FC1(CCN(CC1)C=1C=C(C=C(C1)C)NC(C1=C(C=C(C=C1)NS(=O)(=O)CCO)N1C[C@@H]2CC[C@H](C1)C21CC1)=O)F N-(3-(4,4-difluoropiperidin-1-yl)-5-methylphenyl)-4-((2-hydroxyethyl)sulfonamido)-2-((1R,5S)-3-azaspiro[bicyclo[3.2.1]octane-8,1'-cyclopropane]-3-yl)benzamide